C=CCC(C=C)=O 4-hexadienal